C1(=CC(=CC=C1)C1=NN(C=C1)C1=NC=2N(C(=C1)N1CCOCC1)N=C(C2)C=2C=NNC2)C 4-[5-[3-(m-tolyl)pyrazol-1-yl]-2-(1H-pyrazol-4-yl)pyrazolo[1,5-a]pyrimidin-7-yl]morpholine